C1(CCCCC1)[P+](C1=CC=CC=C1)(C1=CC=CC=C1)C1=CC=CC=C1 cyclohexyl(triphenyl)phosphonium